(E)-N-(4-((E)-3-(3,4-dihydroxyphenyl)acrylamido)butyl)-4-hydroxy-2-methylbut-2-enamide OC=1C=C(C=CC1O)/C=C/C(=O)NCCCCNC(\C(=C\CO)\C)=O